BrC1=C(C=CC=2N(C(N(C21)C)=O)C2C(NC(CC2)=O)=O)F 3-(4-bromo-5-fluoro-3-methyl-2-oxo-benzoimidazol-1-yl)piperidine-2,6-dione